tert-butyl 4-[7-(3,6-dihydro-2H-pyran-4-yl)-3-oxopyrido[2,3-b]pyrazin-4-yl]piperidine-1-carboxylate O1CCC(=CC1)C1=CC2=C(N(C(C=N2)=O)C2CCN(CC2)C(=O)OC(C)(C)C)N=C1